COC1=NC=CC(=C1)[C@H]1CN(CCO1)C1=CC=2C(=NC=C(N2)C)C=N1 7-((2S)-2-(2-methoxy-4-pyridinyl)-4-morpholinyl)-2-methylpyrido[3,4-b]pyrazine